1,3,5-tris(9-carbazolyl)benzene C1=CC=CC=2C3=CC=CC=C3N(C12)C1=CC(=CC(=C1)N1C2=CC=CC=C2C=2C=CC=CC12)N1C2=CC=CC=C2C=2C=CC=CC12